FC=1C=C(C=C(C1F)OCOC)N1N=CC2=CC(=CC=C12)S(=O)(=O)N1CCCCC1 1-(3,4-difluoro-5-(methoxymethoxy)phenyl)-5-(piperidin-1-ylsulfonyl)-1H-indazole